C(C)OC(=O)C=1N=NC2=CC=C(C=C2C1NC(C)C)C=1C=NN(C1)C(=O)OC(C)(C)C 6-(1-(tert-butoxycarbonyl)-1H-pyrazol-4-yl)-4-(isopropylamino)cinnoline-3-carboxylic acid ethyl ester